COC=1C=C2C=CC=NC2=C(C1)C(=O)NC1CN(C1)C(=O)C1CCOCC1 6-methoxy-N-(1-(tetrahydro-2H-pyran-4-carbonyl)azetidin-3-yl)quinoline-8-carboxamide